FC(C=1C=C(OC2=CC(=C(C=C2F)CC(=O)NC2=NC=NS2)F)C=C(C1)C(F)(F)F)(F)F 2-{4-[3,5-bis(trifluoromethyl)phenoxy]-2,5-difluorophenyl}-N-(1,2,4-thiadiazol-5-yl)acetamide